C(C1=CC=CC=C1)OC1=C(C(=O)N[C@@H](C(=O)OCC)[C@@H]2CC[C@@H](N2C)C(=O)OC(C)(C)C)C=CC=C1 (2R,5S)-tert-butyl 5-((R)-1-(2-(benzyloxy)benzamido)-2-ethoxy-2-oxoethyl)-1-methylpyrrolidine-2-carboxylate